2-(azetidine-1-sulfonylamino)-4-cyano-N-(3-(trifluoromethyl)bicyclo[1.1.1]pentan-1-yl)benzamide butyl-2-(7-formylphthalazin-1-yl)-2,7-diazaspiro[3.5]nonane-7-carboxylate C(CCC)OC(=O)N1CCC2(CN(C2)C2=NN=CC3=CC=C(C=C23)C=O)CC1.N1(CCC1)S(=O)(=O)NC1=C(C(=O)NC23CC(C2)(C3)C(F)(F)F)C=CC(=C1)C#N